3-((3-(2-aminoethyl)phenyl)amino)-6-ethyl-5-((tetrahydro-2H-pyran-4-yl)amino)pyrazine-2-carboxamide NCCC=1C=C(C=CC1)NC=1C(=NC(=C(N1)NC1CCOCC1)CC)C(=O)N